N1=CN=CC(=C1)OC=1C=C(CN2CCN(CC2)C(=O)N2N=C(C=C2)C(=O)O)C=CC1 1-(4-(3-(pyrimidin-5-yloxy)benzyl)piperazine-1-carbonyl)-1H-pyrazole-3-carboxylic acid